O=C1NC(CCC1N1C(C2=CC=C(C=C2C1=O)N1CCN(CC1)CC1CCNCC1)=O)=O 2-(2,6-dioxo-3-piperidinyl)-5-[4-(4-piperidinylmethyl)piperazin-1-yl]isoindoline-1,3-dione